NCCCCCC(=O)N1C2=C(C#CC3=C(C1)C=CC=C3)C=CC=C2 N-(6-aminocaproyl)-5,6-dihydro-11,12-didehydrodibenzo[b,f]azocin